2-propyl-4-methyl-6-(1-methyl-benzoimidazol-2-yl)-benzimidazole C(CC)C=1NC2=C(N1)C=C(C=C2C)C2=NC1=C(N2C)C=CC=C1